O=C(CC1=CC=C(C#N)C=C1)C 4-(2-oxopropyl)benzonitrile